1,2-dicyano-1,2-bis(2,4,5-trimethyl-3-thienyl)ethene C(#N)C(=C(C1=C(SC(=C1C)C)C)C#N)C1=C(SC(=C1C)C)C